5-(3-((cyclopropylamino)methyl)-2-oxopyrrolidin-1-yl)-N-(8-fluoro-2-methylimidazo[1,2-a]pyridin-6-yl)pyrazine-2-carboxamide C1(CC1)NCC1C(N(CC1)C=1N=CC(=NC1)C(=O)NC=1C=C(C=2N(C1)C=C(N2)C)F)=O